COC1=C(C=CC(=C1)B1OC(C(O1)(C)C)(C)C)C1=CC=C(C=C1)C=1NC(C2=C(N1)CCSC2)=O 2-(2'-methoxy-4'-(4,4,5,5-tetramethyl-1,3,2-dioxaborolan-2-yl)-[1,1'-biphenyl]-4-yl)-3,5,7,8-tetrahydro-4H-thiopyrano[4,3-d]pyrimidin-4-one